5-bromo-N-(tert-pentyl)-4-(trifluoromethyl)pyridin-2-amine BrC=1C(=CC(=NC1)NC(C)(C)CC)C(F)(F)F